NC(C#CC1=CC(=C(N(CC)CC)C=C1)Cl)C 4-(3-aminobut-1-yn-1-yl)-2-chloro-N,N-di-ethylaniline